N1C=NC=C1C1=C(N=C2N1C=CC(=N2)OCC(F)(F)F)C2=NC(=NN2)C(F)(F)F 5-[3-(1H-imidazol-5-yl)-7-(2,2,2-trifluoroethoxy)imidazo[1,2-a]pyrimidin-2-yl]-3-(trifluoromethyl)-1H-1,2,4-triazole